FC1=C2C=C(NC2=CC=C1N1C(C=2C=CC(=NC2C(=C1)C(=O)N1CCC(CC1)F)OCCOC)=O)C 6-(4-fluoro-2-methyl-1H-indol-5-yl)-8-(4-fluoropiperidine-1-carbonyl)-2-(2-methoxyethoxy)-1,6-naphthyridin-5(6H)-one